bis((trifluoromethyl)sulfonyl)amide FC(S(=O)(=O)[N-]S(=O)(=O)C(F)(F)F)(F)F